(R)-2-(2-((4-amino-3-(4-(3,5-difluorophenoxy)phenyl)-1H-pyrazolo[3,4-d]pyrimidin-1-yl)methyl)pyrrolidine-1-carbonyl)-3-cyclopropylacrylonitrile NC1=C2C(=NC=N1)N(N=C2C2=CC=C(C=C2)OC2=CC(=CC(=C2)F)F)C[C@@H]2N(CCC2)C(=O)C(C#N)=CC2CC2